BrC1=C(OCC(C)=O)C=C(C(=C1)I)N1N=CC=C1 1-(2-bromo-4-iodo-5-pyrazol-1-yl-phenoxy)propan-2-one